NC1=C2C(=NC=N1)N(N=C2C2=NOC(=C2C2=NC=C(C=N2)C2CCN(CC2)C(=O)OC(C)(C)C)C2CC2)C21CC(C2)C1 tert-butyl 4-(2-(3-(4-amino-1-(bicyclo[1.1.1]pentan-1-yl)-1H-pyrazolo[3,4-d]pyrimidin-3-yl)-5-cyclopropylisoxazol-4-yl)pyrimidin-5-yl)piperidine-1-carboxylate